CC12OCCC1C1(CCCC(C1CC2)(C)C)C 3a,6,6,9a-tetra-methyldodecahydronaphtho[2,1-b]furan